N-2-ethylhexyl-2-tributylstannyldithienopyrrole CCN1C2=C(C3=C1C(=C(S3)[Sn](CCCC)(CCCC)CCCC)CCCCCC)C=CS2